ClC=1C=C2C(N(C(=NC2=CC1)[C@@H](CCC)N1C[C@H](NCCC1)C)C)=O 6-Chloro-3-methyl-2-((R)-1-((R)-3-methyl-1,4-diazepan-1-yl)butyl)quinazolin-4(3H)-one